CC(=C)C(=CC)C 2,3-dimethyl-1,3-pentadiene